[(1R,2R,3S,4R)-4-{[5-({4-[(1S)-7-bromo-1,2,3,4-tetrahydroisoquinolin-1-yl]-5-chloro-2-thienyl}carbonyl)pyrimidin-4-yl]amino}-2,3-dihydroxycyclopentyl]methyl sulfamate S(N)(OC[C@@H]1[C@H]([C@H]([C@@H](C1)NC1=NC=NC=C1C(=O)C=1SC(=C(C1)[C@H]1NCCC2=CC=C(C=C12)Br)Cl)O)O)(=O)=O